2,3-dimethyl-5-cyanobenzothiazole CC1SC2=C(N1C)C=C(C=C2)C#N